N-((1s,3s)-3-((5-(1-(2,2-difluoroethyl)-2-methyl-1H-benzo[d]imidazol-6-yl)-7H-pyrrolo[2,3-d]pyrimidin-2-yl)amino)-1-methylcyclobutyl)acetamide FC(CN1C(=NC2=C1C=C(C=C2)C2=CNC=1N=C(N=CC12)NC1CC(C1)(C)NC(C)=O)C)F